methylenebis(mercaptoacetic acid) C(C(C(=O)O)S)C(C(=O)O)S